cyclopentyl-6-{2-[2-(4-ethyl-piperazin-1-yl)-2-oxo-ethoxy]-benzyl}-1,5-dihydro-pyrazolo[3,4-d]pyrimidin-4-one C1(CCCC1)N1N=CC2=C1N=C(NC2=O)CC2=C(C=CC=C2)OCC(=O)N2CCN(CC2)CC